C(C1=CC=CC=C1)C1=C(SC(C1)(C(F)(F)F)C)C(=O)OCC ethyl 3-benzyl-5-methyl-5-(trifluoromethyl)-4,5-dihydrothiophene-2-carboxylate